(S)-2-amino-3-(4,5,6,7-tetrahydro-1H-indazol-3-yl)propanoic acid N[C@H](C(=O)O)CC1=NNC=2CCCCC12